[K].FC1(OC(C(OC1(C(F)(F)F)F)(C(F)(F)F)F)(F)F)O perfluoro(3,5-dimethyl-2-hydroxy-1,4-dioxane) potassium salt